[N+](=O)([O-])C1=CC=C(C[C@H](N)C(=O)O)C=C1 p-nitro-phenylalanine